BrC1=NC(=C(N=C1OC)CCCCC)OC 2-bromo-3,6-dimethoxy-5-pentylpyrazine